NC1=C(C=NN1C)S(=O)(=O)NC=1C=CC(=C2C(=CNC12)C#N)F 5-amino-N-(3-cyano-4-fluoro-1H-indol-7-yl)-1-methyl-pyrazole-4-sulfonamide